octylsebacate C(CCCCCCC)OC(CCCCCCCCC(=O)[O-])=O